C(C1=CC=CC=C1)(=O)N1C(CC(C1)OCC1=C(C=CC=C1F)F)C1=CC=2C(=NC=3C(=C(C(=CC3C2N1C1C2CNC1C2)CCC#N)C2=C(C(=CC=C2)Cl)Cl)F)C 3-(2-(1-benzoyl-4-((2,6-difluorobenzyl)oxy)pyrrolidin-2-yl)-1-(2-azabicyclo[2.1.1]hexan-5-yl)-7-(2,3-dichlorophenyl)-6-fluoro-4-methyl-1H-pyrrolo[3,2-c]quinolin-8-yl)propanenitrile